tert-butyl (3-(6-chloro-8-(2-(2,2,2-trifluoroethoxy)phenyl)imidazo[1,2-a]pyridine-2-carboxamido)-1,1,1-trifluoropropan-2-yl)carbamate ClC=1C=C(C=2N(C1)C=C(N2)C(=O)NCC(C(F)(F)F)NC(OC(C)(C)C)=O)C2=C(C=CC=C2)OCC(F)(F)F